FC=1C=C(C=CC1F)C=1C=C(C(=O)OC)C(=CN1)N1CC(CCC1)(NC(=O)OC)C(C(C(C)C)C)=O methyl 2-(3,4-difluorophenyl)-5-(3-(2,3-dimethylbutanoyl)-3-((methoxycarbonyl)amino) piperidin-1-yl)isonicotinate